CN1N=CC(=C1)C=1C(=NC(=NC1)NC1=CC=C2CCNCC2=C1)NC1CCNCC1 5-(1-methyl-1H-pyrazol-4-yl)-N4-(piperidin-4-yl)-N2-(1,2,3,4-tetrahydroisoquinolin-7-yl)pyrimidine-2,4-diamine